NC1=CC=C(C(=N1)CC)C=1C(=C(C=C2C=C(C=NC12)O)F)F 8-(6-amino-2-ethylpyridin-3-yl)-6,7-difluoroquinolin-3-ol